[C@H]12CC(C[C@H](CC1)N2)N(C=2SC=1N=C(SC1N2)C=2C=CC(=C1C=CNC21)C=2C=NNC2)C N-[(1R,3s,5S)-8-Azabicyclo[3.2.1]octan-3-yl]-N-methyl-5-[4-(1H-pyrazol-4-yl)-1H-indol-7-yl][1,3]thiazolo[5,4-d][1,3]thiazol-2-amin